(1S,3S)-3-((2-(5-(((isobutoxycarbonyl)amino)methyl)-1-methyl-1H-pyrazol-4-yl)-4-methylpyrimidin-5-yl)oxy)cyclohexane-1-carboxylic acid C(C(C)C)OC(=O)NCC1=C(C=NN1C)C1=NC=C(C(=N1)C)O[C@@H]1C[C@H](CCC1)C(=O)O